6-amino-6'-methoxy-N-[(1S,2S)-2-{[4-(4,4,5,5-tetramethyl-1,3,2-dioxaborolan-2-yl)phenyl]methoxy}cyclopentyl][3,3'-bipyridine]-5-carboxamide NC1=C(C=C(C=N1)C=1C=NC(=CC1)OC)C(=O)N[C@@H]1[C@H](CCC1)OCC1=CC=C(C=C1)B1OC(C(O1)(C)C)(C)C